6-methyl-1,2,3-oxathiazin CC1=CC=NSO1